C(C1=CC=CC=C1)N(C=1C(=NC(=C(C1)F)C(F)F)OC)CC1=CC=CC=C1 N,N-dibenzyl-6-(difluoromethyl)-5-fluoro-2-methoxy-pyridine-3-amine